CN1[C@H](CCC1)C(=O)N (R)-1-methylpyrrolidine-2-formamide